BrC1=CC=CC(=N1)NC(=O)[C@H]1NC2CC2(C1)CN(C)C (3S)-N-(6-bromopyridin-2-yl)-5-((dimethylamino)methyl)-2-azabicyclo[3.1.0]hexane-3-carboxamide